1-Decenyl-3-methylimidazole hexafluorophosphate F[P-](F)(F)(F)(F)F.C(=CCCCCCCCC)N1CN(C=C1)C